BrC=1C(=C(OC2CCC(CC2)C(C(C(=O)OCC)(F)F)O)C=CC1)C ethyl 3-[4-(3-bromo-2-methyl-phenoxy)cyclohexyl]-2,2-difluoro-3-hydroxy-propanoate